ClC(=O)C=1C=NN(C1C(F)(F)F)C1=C2CCN(CC2=CC=C1)C(=O)OC(C)(C)C tert-Butyl 5-(4-(chlorocarbonyl)-5-(trifluoromethyl)-1H-pyrazol-1-yl)-3,4-dihydroisoquinoline-2(1H)-carboxylate